4-piperidinyl-alanine N1CCC(CC1)N[C@@H](C)C(=O)O